FC(C=1C=C(C=C(C1)C(F)(F)F)NS(=O)(=O)C1=C(C=C(C=C1C)C(C)(C)C)C)(F)F N-(3,5-bis(trifluoromethyl)phenyl)-4-(tert-butyl)-2,6-dimethylbenzene-sulfonamide